BrC=1C=C(C=CC1)C1N2N=CC=C2C=2C(=CC=C(OC3=C(C=C4NC=CC4=C3CCSCCSCC1)F)C2)F 7-(3-bromophenyl)-23,29-difluoro-25-oxa-10,13-dithia-5,6,20-triazapentacyclo[24.3.1.02,6.016,24.017,21]triaconta-1(30),2,4,16,18,21,23,26,28-nonaene